6-acetyl-2,6-diazaspiro[3.3]heptane-2-carboxylic acid tert-butyl ester C(C)(C)(C)OC(=O)N1CC2(C1)CN(C2)C(C)=O